2-(2,6-Dioxopiperidin-3-yl)isoindolin-1,3-dione O=C1NC(CCC1N1C(C2=CC=CC=C2C1=O)=O)=O